COC(=O)C1=CC=NN1C[C@H]1N(CCC1)C(=O)OC(C)(C)C (S)-1-((1-(tert-butoxycarbonyl)pyrrolidin-2-yl)methyl)-1H-pyrazole-5-carboxylic acid methyl ester